C(C)O[V] ethoxyvanadium